racemic-3-methanesulfonyl-4-[3-oxetan-3-ylmethyl-2,5-dioxo-1-(3-trifluoromethyl-phenyl)-2,3,4,5,6,7-hexahydro-1H-cyclopentapyrimidin-4-yl]-benzonitrile CS(=O)(=O)C=1C=C(C#N)C=CC1[C@@H]1N(C(N(C2=C1C(CC2)=O)C2=CC(=CC=C2)C(F)(F)F)=O)CC2COC2 |r|